(+/-)-trans-methyl-3-(methoxycarbonyl)bicyclo[2.2.2]oct-5-ene-2-carboxylic acid CC12C(C(C(C=C1)CC2)C(=O)OC)C(=O)O